2-(4-iodophenyl)-quinazoline IC1=CC=C(C=C1)C1=NC2=CC=CC=C2C=N1